CC=1C=C(SC1C)/C=C/C(=O)OC methyl (E)-3-(4,5-dimethylthiophen-2-yl)acrylate